chloro-3-[[(1R)-1-[2-(5-fluoroisoindolin-2-yl)-3,6-dimethyl-4-oxo-chromen-8-yl]ethyl]amino]pyridine-2-carboxylic acid ClC1=C(C(=NC=C1)C(=O)O)N[C@H](C)C=1C=C(C=C2C(C(=C(OC12)N1CC2=CC=C(C=C2C1)F)C)=O)C